4-MethoxyPhenyl-Butanone COC1=CC=C(C=C1)CC(CC)=O